C(C)N(C1=NC(=NC(=N1)NC1=CC(=CC=C1)F)OCC(C(F)F)(F)F)CC N,N-diethyl-N'-(3-fluorophenyl)-6-(2,2,3,3-tetrafluoropropoxy)-1,3,5-triazine-2,4-diamine